ONC(=N)C1CN2CCC1CC2 N-hydroxyquinuclidine-3-carboximidamide